ClC=1C=C(C=2N(N1)C=CN2)[C@@H]2[C@H](C2)C2=CC=C1C3(C(N(C1=C2)CC(C)(F)F)=O)CC3 6'-((1S,2S)-2-(6-chloroimidazo[1,2-b]pyridazin-8-yl)cyclopropyl)-1'-(2,2-difluoropropyl)spiro[cyclopropane-1,3'-indolin]-2'-one